CC1=NNC(=C1C(=O)N1CC2=C(NC=3C=CC(=CC23)C)CC1)C (3,5-Dimethyl-1H-pyrazol-4-yl)-(8-methyl-1,3,4,5-tetrahydropyrido[4,3-b]indol-2-yl)methanone